ClC=1C=C(C=CC1F)NC(N(C)[C@@H]1C=2C3=C(C(NC2CN(C1)C)=O)C=C(C=C3)F)=O (R)-3-(3-chloro-4-fluorophenyl)-1-(8-fluoro-3-methyl-6-oxo-1,2,3,4,5,6-hexahydrobenzo[c][1,7]naphthyridin-1-yl)-1-methylurea